CN(C(CC)=O)C N,N-Dimethyl-3-propanamid